(S)-N-(3,3-difluorocyclobutyl)-1-nitrosopiperidine-3-carboxamide FC1(CC(C1)NC(=O)[C@@H]1CN(CCC1)N=O)F